ClC1=NC=C(C(=C1)C1=C(C=NC(=C1)C)C(=O)NC=1SC=2N=C(N=CC2N1)N1CC(CCC1)C#N)OC 2'-chloro-N-[5-(3-cyanopiperidin-1-yl)-[1,3]thiazolo[5,4-d]pyrimidin-2-yl]-5'-methoxy-6-methyl-[4,4'-bipyridine]-3-carboxamide